N2-(3,3-difluorocyclopentyl)-N4-(tetrahydrofuran-3-yl)-6-(6-(trifluoromethyl)pyridin-2-yl)-1,3,5-triazine-2,4-diamine FC1(CC(CC1)NC1=NC(=NC(=N1)NC1COCC1)C1=NC(=CC=C1)C(F)(F)F)F